2-(6-methylpyridin-2-yl)ethylamine CC1=CC=CC(=N1)CCN